Cl.FC(C=1C=CC(=NC1)N1CCC(CC1)N)(F)F 1-(5-(trifluoromethyl)pyridin-2-yl)piperidin-4-amine hydrochloride